2-(2-(methoxycarbonyl)phenyl)pyridine COC(=O)C1=C(C=CC=C1)C1=NC=CC=C1